4-oxo-4-(1-piperidinyl)butanoic acid O=C(CCC(=O)O)N1CCCCC1